(S)-2-(difluoromethyl)-7-(1-methoxyethyl)thiazolo[5,4-b]pyridine-6-carboxylic acid FC(C=1SC2=NC=C(C(=C2N1)[C@H](C)OC)C(=O)O)F